CC1=C(C=NC=2OCCNC21)NC(OC(C)(C)C)=O tert-butyl (8-methyl-2,3-dihydro-1H-pyrido[2,3-b][1,4]oxazin-7-yl)carbamate